2-((3-(2-bromo-3-(1,4-benzodioxan-6-yl)anilino)-1-methylpyrazolo[4,5-b]pyridin-6-ylidene)amino)propane-1,3-diol BrC1=C(NC=2NN(C=3C2N=CC(C3)=NC(CO)CO)C)C=CC=C1C1=CC3=C(OCCO3)C=C1